[N+](=[N-])=CC(=O)OC methyl diazoacetate